(E)-Di(t-butylperoxy)diisopropylbenzene C(C)(C)(C)OOC1=C(C(=C(C=C1)C(C)C)C(C)C)OOC(C)(C)C